FC1=C(C(=C(C=C1C1=NN(C2=NC(=NC=C21)N2C(COCC2)CC=2C=NC=CC2)C)C(F)(F)F)F)O 2,6-Difluoro-3-(1-methyl-6-(3-(pyridin-3-ylmethyl)morpholino)-1H-pyrazolo[3,4-d]pyrimidin-3-yl)-5-(trifluoromethyl)phenol